BrC1=CC(=C(O[C@H](C(=O)O)CC2CC2)C=C1)C1=NOC=C1 (2S)-2-[4-bromo-2-(1,2-oxazol-3-yl)phenoxy]-3-cyclopropylpropionic acid